(2-ethyl-5-isopropylpyridin-4-yl)pyrimidine-2,4,5-triamine C(C)C1=NC=C(C(=C1)C1=C(C(=NC(=N1)N)N)N)C(C)C